5-Methyl-N-((S)-4-methyl-1-oxo-1-(((S)-1-oxo-3-((S)-2-oxopiperidin-3-yl)propan-2-yl)amino)pentan-2-yl)isoxazole-3-carboxamide CC1=CC(=NO1)C(=O)N[C@H](C(N[C@H](C=O)C[C@H]1C(NCCC1)=O)=O)CC(C)C